C(C)(=O)N1CCC(CC1)C1=NN(C=2C=CC=C(C12)C1=C(C=C2C=NN(C2=C1)C)F)CC(=O)NC1=NN(N=C1)COC 2-(3-(1-acetylpiperidin-4-yl)-5'-fluoro-1'-methyl-1H,1'H-[4,6'-biindazol]-1-yl)-N-(2-(methoxymethyl)-2H-1,2,3-triazol-4-yl)acetamide